CC1(OB(OC1(C)C)C1=CC=C(C(=O)N2CCN(CC2)C(=O)OCCCC)C=C1)C butyl 4-[4-(4,4,5,5-tetramethyl-1,3,2-dioxaborolan-2-yl)benzoyl]piperazine-1-carboxylate